benzaldehyde-d6 [2H]C1=C(C(=C(C(=C1[2H])[2H])C=O)[2H])[2H]